ClC1=CC=C(C=C1)C(=O)C1=CC(=C(C=C1)N1C[C@H](CC1)OC1=NC=CC=C1Cl)CO (S)-(4-chlorophenyl)(4-(3-(3-chloropyridin-2-yloxy)pyrrolidin-1-yl)-3-(hydroxymethyl)phenyl)methanone